C(#N)C(NC(=O)[C@@H]1[C@H]2C([C@H]2CN1C([C@H](C(C)(C)C)NC(C(F)(F)F)=O)=O)(C)C)C1=CN=CC2=CN=CC=C12 (1R,2S,5S)-N-[cyano(2,7-naphthyridin-4-yl)methyl]-3-[(2S)-3,3-dimethyl-2-[(2,2,2-trifluoroacetyl)amino]butanoyl]-6,6-dimethyl-3-azabicyclo[3.1.0]hexane-2-carboxamide